5-[(2S,5R)-5-aminotetrahydro-2H-pyran-2-yl]-1,3,4-oxadiazol-2(3H)-one hydrochloride Cl.N[C@@H]1CC[C@H](OC1)C1=NNC(O1)=O